3,3-dimethyltetrahydrofuran-2-carbonitrile CC1(C(OCC1)C#N)C